(2-(3-(1-(isopropylamino)ethyl)-5-(trifluoromethyl)phenylamino)-5-methylpyrimidin-4-ylamino)benzo[d]oxazol-2(3H)-one C(C)(C)NC(C)C=1C=C(C=C(C1)C(F)(F)F)NC1=NC=C(C(=N1)NN1C(OC2=C1C=CC=C2)=O)C